CC1=C(C(=O)NC(C)C2=CC(=CC3=CC=CC=C23)C=2C=NN(C2)C)C=C(C=C1)N1CCNCC1 2-methyl-N-(1-(3-(1-methyl-1H-pyrazol-4-yl)naphthalen-1-yl)ethyl)-5-(piperazin-1-yl)benzamide